N-{1-[8-(2-Chlorophenyl)-9-(4-chlorophenyl)-9H-purin-6-yl]-4-methylpiperidin-4-yl}-2-(4-fluorophenyl)acetamide ClC1=C(C=CC=C1)C=1N(C2=NC=NC(=C2N1)N1CCC(CC1)(C)NC(CC1=CC=C(C=C1)F)=O)C1=CC=C(C=C1)Cl